2-fluoro-3-(2-trimethylsilylethynyl)aniline FC1=C(N)C=CC=C1C#C[Si](C)(C)C